NCCCC[C@@H](C(=O)N)NC1=CC2=C(C=3N(CCO2)C=C(N3)C3=NC=NN3C(C)C)C=C1 (S)-6-amino-2-((2-(1-isopropyl-1H-1,2,4-triazol-5-yl)-5,6-dihydrobenzo[f]imidazo[1,2-d][1,4]oxazepin-9-yl)amino)hexanamide